anilinium hexafluoroantimonate F[Sb-](F)(F)(F)(F)F.[NH3+]C1=CC=CC=C1